N=1C=CN2C1C(=NC=C2)C(=O)N imidazo[1,2-a]pyrazine-8-carboxamide